ClC=1N=CSC1C(=O)NC[C@@H](CC)C(N[C@H]1C2=C(CN3N(C1=O)CCC3)C=CC=C2)=O 4-Chloro-N-((R)-2-(((S)-11-oxo-2,3,10,11-tetrahydro-1H,5H-benzo[d]pyrazolo[1,2-a][1,2]diazepin-10-yl)carbamoyl)butyl)thiazol-5-carboxamid